copper tetra(4-methoxyphenyl)porphyrin COC1=CC=C(C=C1)C1=C2C=CC(C(=C3C=CC(=C(C=4C=CC(=C(C5=CC=C1N5)C5=CC=C(C=C5)OC)N4)C4=CC=C(C=C4)OC)N3)C3=CC=C(C=C3)OC)=N2.[Cu]